glycerol format C(=O)OCC(O)CO